COC(=O)C=1C=CC2=C(N(C(=N2)CCl)CC2COC2)C1.N1=CC(=CC=C1)C1=CC(=CC(=C1)C=1C=NC=CC1)C=1C=NC=CC1 1,3,5-tris(3-pyridyl)benzene methyl-2-(chloromethyl)-1-(oxetan-3-ylmethyl)-1H-benzo[d]imidazole-6-carboxylate